5-(2,3-dihydro-1H-inden-4-yl)-6-methoxy-3-(1-(pyridin-4-ylmethyl)-1H-pyrazol-4-yl)-1H-pyrazolo[4,3-b]pyridine C1CCC2=C(C=CC=C12)C1=C(C=C2C(=N1)C(=NN2)C=2C=NN(C2)CC2=CC=NC=C2)OC